butyl methyl(6-(methylamino)hexyl)carbamate CN(C(OCCCC)=O)CCCCCCNC